O1C(CCC1)C1=NN2C(N=CC(=C2)C(=O)O)=C1 (tetrahydrofuran-2-yl)pyrazolo[1,5-a]pyrimidine-6-carboxylic acid